5-chloro-2-((1-(4-nitrobenzyl)-1H-pyrazol-4-yl)amino)pyrimidin-4-ol ClC=1C(=NC(=NC1)NC=1C=NN(C1)CC1=CC=C(C=C1)[N+](=O)[O-])O